NC1=C(C2=C(S1)C(=CC=C2C2=C(C=C1C(=NC(=NC1=C2F)N2CC(C2)N(C)C)N(C)[C@H](C)C=2C(=NC=CC2)N)Cl)F)C#N (R)-2-amino-4-(4-(((R)-1-(2-aminopyridin-3-yl)ethyl)(methyl)amino)-6-chloro-2-(3-(dimethylamino)-azetidin-1-yl)-8-fluoroquinazolin-7-yl)-7-fluorobenzo[b]thiophene-3-carbonitrile